4-(tert-butyl)benzenesulfonyl fluoride C(C)(C)(C)C1=CC=C(C=C1)S(=O)(=O)F